ClC=1C(=C(N=NC1)OC)OC 5-chloro-3,4-dimethoxypyridazine